2-Trimethylsilylethoxymethyl 5-(oxan-4-yl)-1-[(1S,2S)-2-[5-oxo-4-(2-trimethylsilylethoxymethyl)-1,2,4-oxadiazol-3-yl]-2-methylcyclopropyl]indole-2-carboxylate O1CCC(CC1)C=1C=C2C=C(N(C2=CC1)[C@@H]1[C@@](C1)(C)C1=NOC(N1COCC[Si](C)(C)C)=O)C(=O)OCOCC[Si](C)(C)C